5-(4-propoxybenzoyl)-3-(octahydroindolizin-7-yl)-1H-indole C(CC)OC1=CC=C(C(=O)C=2C=C3C(=CNC3=CC2)C2CCN3CCCC3C2)C=C1